C(C)(C)(C)OC(=O)N1CC(C1)CN1C(C(N(C2=CC(=C(C=C12)Cl)Br)C[C@H]1N(CCC1)C)=O)=O (S)-3-((6-bromo-7-chloro-4-((1-methylpyrrolidin-2-yl)methyl)-2,3-dioxo-3,4-dihydroquinoxalin-1(2H)-yl)methyl)azetidine-1-carboxylic acid tert-butyl ester